ClC=1C=C(C=C(C1)NS(=O)(=O)C)NC(=O)C=1SC(=C(C1)C1=C(C=NC=C1F)F)C N-(3-chloro-5-(methylsulfonamido)phenyl)-4-(3,5-difluoropyridin-4-yl)-5-methylthiophene-2-carboxamide